FC=1C(=CC(=NC1)C1=CC=CC=C1)I 5-fluoro-4-iodo-2-phenylpyridine